CC1=CC=C(C(=O)O)C=C1.CC1=CC=C(C(=O)O)C=C1.P(=O)(OOC(CCCCC)=O)(O)O n-hexanoyloxy phosphate bis(4-methylbenzoate)